ethyl N,S-bis(4-oxo-4-(2,6,6-trimethylcyclohex-3-en-1-yl)butan-2-yl)cysteinate O=C(CC(C)N[C@@H](CSC(C)CC(=O)C1C(C=CCC1(C)C)C)C(=O)OCC)C1C(C=CCC1(C)C)C